9,10-bisheptanoyloxyanthracene C(CCCCCC)(=O)OC=1C2=CC=CC=C2C(=C2C=CC=CC12)OC(CCCCCC)=O